methyl 4-formyl-5-nitropicolinate C(=O)C1=CC(=NC=C1[N+](=O)[O-])C(=O)OC